(E)-N-(3-(4-Chlorostyryl)-1-methyl-1H-pyrrolo[2,3-b]pyridin-5-yl)-2-fluoroacrylamide ClC1=CC=C(/C=C/C2=CN(C3=NC=C(C=C32)NC(C(=C)F)=O)C)C=C1